O=C([C@H](O)[C@@H](O)[C@H](O)[C@H](O)CO)O.[Sn+4] tin (IV) gluconic acid